5-(benzo[d]thiazol-6-yl)-N-(4-(cyclopropylmethoxy)phenyl)-1-(6-methylpyridin-2-yl)-1H-pyrazole-3-carboxyamide S1C=NC2=C1C=C(C=C2)C2=CC(=NN2C2=NC(=CC=C2)C)CC(=O)NC2=CC=C(C=C2)OCC2CC2